C(C)(=O)C1=CC[C@@H](C(O1)(C)C)O (3S,4S)-6-acetyl-3,4-dihydro-3-hydroxy-2,2-dimethylpyran